C(C)(C)(C)OC(N[C@@H]1CN(C[C@H]1C=1C=NN(C1)C)C)=O (trans-1-methyl-4-(1-methyl-1H-pyrazol-4-yl)pyrrolidin-3-yl)carbamic acid tert-butyl ester